C1(=CC=CC=C1)[Si](O)(O)C1=CC=CC=C1 diphenyl-silandiol